CCC[C@@H](C)[C@H]1CC[C@H]2[C@@H]3CC=C4C[C@H](CC[C@]4(C)[C@H]3CC[C@]12C)O Cholan-6(5)-en-3β-ol